5-Bromo-2-cyanopyridin-3-yl 3-deoxy-3-[4-(3-fluoro-4-methylphenyl)-1H-1,2,3-triazol-1-yl]-2-O-methyl-1-thio-α-D-galactopyranoside FC=1C=C(C=CC1C)C=1N=NN(C1)[C@@H]1[C@H]([C@@H](SC=2C(=NC=C(C2)Br)C#N)O[C@@H]([C@@H]1O)CO)OC